O=C1NN=CC(N1)=O 3,5-dioxo-2,3,4,5-tetrahydro-1,2,4-triazine